ClC1=C(OC=2C(=NC=CC2)O)C=C(C(=C1)F)N1C(N(C(=CC1=O)C(F)(F)F)C)=O 3-{2-chloro-4-fluoro-5-[3-methyl-2,6-dioxo-4-(trifluoromethyl)-1,2,3,6-tetrahydropyrimidin-1-yl]phenoxy}-2-hydroxypyridine